(R)-4-((R)-2-((1-oxo-4-(o-tolyl)-1,2-dihydroisoquinolin-7-yl)oxy)propanoyl)morpholine-3-carboxylic acid O=C1NC=C(C2=CC=C(C=C12)O[C@@H](C(=O)N1[C@H](COCC1)C(=O)O)C)C1=C(C=CC=C1)C